(R,Z)-2-((4-hydroxy-2-iodo-5-methoxybenzyl)amino)-2-oxoethyl 12-hydroxyoctadec-9-enoate O[C@@H](C\C=C/CCCCCCCC(=O)OCC(=O)NCC1=C(C=C(C(=C1)OC)O)I)CCCCCC